C(C=C)C(C(=O)[O-])(C(=O)[O-])[Se]C1=CC=C(C=C1)CC(=O)O 2-allyl-2-(4-carboxymethylphenylselenyl)malonate